C(C)C=1C2=C(N(C1C=1C=C(C=3N(C1)N=CN3)C)C(=O)OC(C)(C)C)C=C(S2)C(=O)OCC 4-(tert-butyl) 2-ethyl 6-ethyl-5-(8-methyl-[1,2,4]triazolo[1,5-a]pyridin-6-yl)-4H-thieno[3,2-b]pyrrole-2,4-dicarboxylate